The molecule is an omega-hydroxy fatty acid ascaroside obtained by formal condensation of the alcoholic hydroxy group of 6-hydroxyhexanoic acid with ascarylopyranose (the alpha anomer). It is a metabolite of the nematode Caenorhabditis elegans. It has a role as a Caenorhabditis elegans metabolite. It is a monocarboxylic acid and an omega-hydroxy fatty acid ascaroside. It derives from a 6-hydroxyhexanoic acid. It is a conjugate acid of an oscr#12(1-). C[C@H]1[C@@H](C[C@H]([C@@H](O1)OCCCCCC(=O)O)O)O